C1(=CC=CC=C1)[C@@H](CO)NC(C1=C(C=CC=C1)[N+](=O)[O-])=O N-[(1S)-1-phenyl-2-hydroxyethyl]-2-nitrobenzamide